4-amino-7-cyclopropyl-1-(3-fluoro-2-methylphenyl)pyrido[2,3-d]pyrimidin-2(1H)-one NC=1C2=C(N(C(N1)=O)C1=C(C(=CC=C1)F)C)N=C(C=C2)C2CC2